FC=1C=C(C=O)C=C(C1OC(F)(F)F)F 3,5-Difluoro-4-(trifluoromethoxy)benzaldehyde